(±)-(4aR,13bS)-10,11-dichloro-4-(2-morpholinoethyl)-1,2,3,4,4a,5,6,13b-octahydro-8H-[1,6]naphthyridino[5,6-b]quinazolin-8-one ClC=1C=C2C(N3C(=NC2=CC1Cl)[C@H]1CCCN([C@@H]1CC3)CCN3CCOCC3)=O |r|